BrC1=CC=CC(=N1)NC(CNC(C)C)=O N-(6-bromopyridin-2-yl)-2-(isopropylamino)acetamide